N(C#N)[S@](=NC(CC1=C(C=C(C=C1C(C)C)F)C(C)C)=O)(=O)C=1SC(=CN1)C(C)(C)O (S)-N-(cyanamido(5-(2-hydroxypropan-2-yl)thiazol-2-yl)(oxo)-λ6-sulfaneylidene)-2-(4-fluoro-2,6-diisopropylphenyl)acetamide